CC1=C(C=CC(=C1)[C@@H]1CC[C@H](CC1)CCC)Br 2-methyl-4-(trans-4'-propylcyclohexyl)bromobenzene